[Br-].C(C)(C)(C)OC(C[Zn+])=O 2-tertbutoxy-2-oxoethylzinc bromide